C(C)(C)(C)[Al](C(C)(C)C)C(C)(C)C tris(t-butyl)aluminum